C1=C(C=CC2=CC=CC=C12)C(=O)N[C@@H](C(=O)N1[C@@H](C[C@@H](C1)N1N=NC=C1C(C)(C)O)C(=O)NC(CC1=CC=C(C=C1)[N+](=O)[O-])C(C(=O)N)=O)CC1CCCCC1 (2s,4s)-1-((R)-2-(2-naphthoylamino)-3-cyclohexylpropionyl)-N-(4-amino-1-(4-nitrophenyl)-3,4-dioxobut-2-yl)-4-(5-(2-hydroxypropan-2-yl)-1H-1,2,3-triazol-1-yl)pyrrolidine-2-carboxamide